ClC=1C=C2C=NC(=NC2=CC1N1CCN(CC1)C1(COC1)C)NC1=C2N(N=C1)CCC2 6-chloro-N-(5,6-dihydro-4H-pyrrolo[1,2-b]pyrazol-3-yl)-7-[4-(3-methyloxetan-3-yl)piperazin-1-yl]quinazolin-2-amine